(R)-4-(3-((1-(2-(4,4-dimethylpiperidin-1-yl)-3,6-dimethyl-4-oxo-4H-chromen-8-yl)ethyl)amino)pyridin-2-yl)-2-formylphenyl trifluoromethanesulfonate FC(S(=O)(=O)OC1=C(C=C(C=C1)C1=NC=CC=C1N[C@H](C)C=1C=C(C=C2C(C(=C(OC12)N1CCC(CC1)(C)C)C)=O)C)C=O)(F)F